sodium chloride (citrate) C(CC(O)(C(=O)O)CC(=O)O)(=O)O.[Cl-].[Na+]